ClC=1C(=C(C=CC1)C(C(C(F)(F)F)(F)F)NC1CC1)F N-(1-(3-chloro-2-fluorophenyl)-2,2,3,3,3-pentafluoropropyl)cyclopropanamine